2-(4-Cyano-phenoxy)-N-(5,6-dimethoxy-1-methyl-1H-benzoimidazol-2-yl)-2-(4-ethanesulfonyl-phenyl)-acetamide C(#N)C1=CC=C(OC(C(=O)NC2=NC3=C(N2C)C=C(C(=C3)OC)OC)C3=CC=C(C=C3)S(=O)(=O)CC)C=C1